5-{[(2,2-dimethylpropionyl)amino]methyl}-N-[1-(1,3-thiazol-2-yl)-1H-indazol-4-yl]-2-(trifluoromethyl)benzamide CC(C(=O)NCC=1C=CC(=C(C(=O)NC2=C3C=NN(C3=CC=C2)C=2SC=CN2)C1)C(F)(F)F)(C)C